N1N=CC2=CC(=CC=C12)C1=CC2=C(N=C(S2)NC(=O)[C@H]2CN(CC2)C(=O)OC(C)(C)C)C=C1 tert-butyl (R)-3-((6-(1H-indazol-5-yl)benzo[d]thiazol-2-yl)carbamoyl)pyrrolidine-1-carboxylate